C(C)N1N=CC2=CC(=CC=C12)C1=C(C2=C(C=N1)N(C=N2)CC2CCN(CC2)C)C2=CC(=C(C#N)C=C2)F 4-(6-(1-ethyl-1H-indazol-5-yl)-3-((1-methylpiperidin-4-yl)methyl)-3H-imidazo[4,5-c]pyridin-7-yl)-2-fluorobenzonitrile